METHYL 5-ACETOXYHEXANOATE C(C)(=O)OC(CCCC(=O)OC)C